COC=1C=C(C=CC1OC)CC(=O)NC=1C=C2C=NNC2=CC1 2-(3,4-dimethoxyphenyl)-N-(1H-indazol-5-yl)acetamide